1-(5-[(5-chlorothiophen-2-yl)methyl]amino-3-[1-(cyclopropylmethyl)piperidin-4-yl]-1H-pyrazol-1-yl)-2,2-dimethylpropan-1-one ClC1=CC=C(S1)CNC1=CC(=NN1C(C(C)(C)C)=O)C1CCN(CC1)CC1CC1